C(#N)CC1CCC(CC1)N1C=NC=2C1=C1C(=NC2)NC=C1 1-((1r-4r)-4-(cyanomethyl)cyclohexyl)-1,6-dihydroimidazo[4,5-d]Pyrrolo[2,3-b]Pyridine